ClC1=C(C=C(C=N1)C=1C=NC=C(C(=O)NC2=CC=C(C=C2)F)C1)NS(=O)(=O)C1=CC=CC=C1 5-(6-chloro-5-(phenylsulfonylamino)pyridin-3-yl)-N-(4-fluorophenyl)nicotinamide